(2S,4R)-1-[(E)-4-(dimethylamino)but-2-enoyl]-N-[2-[6-[[5-(3-fluoro-2-pyridyl)thiazol-2-yl]amino]imidazo[4,5-c]pyridin-1-yl]ethyl]-4-hydroxy-pyrrolidine-2-carboxamide CN(C/C=C/C(=O)N1[C@@H](C[C@H](C1)O)C(=O)NCCN1C=NC=2C=NC(=CC21)NC=2SC(=CN2)C2=NC=CC=C2F)C